rac-(5aR,6S,7R,8R,8aS)-5a-(4-bromophenyl)-3-chloro-6-phenyl-7-(pyridin-2-ylthio)-5a,6,7,8-tetrahydro-8aH-cyclopenta[4,5]furo[3,2-b]pyridine-8,8a-diol BrC1=CC=C(C=C1)[C@]12[C@](C3=NC=C(C=C3O1)Cl)([C@H]([C@@H]([C@H]2C2=CC=CC=C2)SC2=NC=CC=C2)O)O |r|